6-((s)-4-(3,4-difluorophenyl)-3-methylpiperazine-1-carbonyl)-1,3-diazaspiro[4.4]nonane-2,4-dione FC=1C=C(C=CC1F)N1[C@H](CN(CC1)C(=O)C1C2(C(NC(N2)=O)=O)CCC1)C